CC=1C=CC(=NC1)CC=1C(C2=CC=CC=C2C(C1CCC1COC1)=O)=O 2-((5-methylpyridin-2-yl)methyl)-3-(2-(oxetan-3-yl)ethyl)naphthalene-1,4-dione